OC1=C(C(/C=C/C2=CC(=C(C=C2)O)OC)=O)C=CC(=C1)O 2',4',4-Trihydroxy-3-methoxychalcone